(3-(7-Chloroimidazo[1,2-a]pyridin-2-yl)-5-thioxo-1,5-dihydro-4H-1,2,4-triazol-4-yl)(phenyl)methanone ClC1=CC=2N(C=C1)C=C(N2)C2=NNC(N2C(=O)C2=CC=CC=C2)=S